ethyl 1-[(5-chloropyrimidin-2-yl)methyl]-2-(5-chloro-2-thienyl)imidazole-4-carboxylate ClC=1C=NC(=NC1)CN1C(=NC(=C1)C(=O)OCC)C=1SC(=CC1)Cl